N1(CCCCC1)C(=O)C=1C=NN2C1C=CC=C2C=2C=C1C=CNC(C1=CC2)=O 6-(3-(piperidine-1-carbonyl)pyrazolo[1,5-a]pyridin-7-yl)isoquinolin-1(2H)-one